Cyclohexylmethylammonium C1(CCCCC1)C[NH3+]